C(C)(C)(C)OC(CN1N=C(C2=CC=C(C=C12)C(=O)OC)I)=O methyl 1-(2-(tert-butoxy)-2-oxoethyl)-3-iodo-1H-indazole-6-carboxylate